FC=1C(=NC=C(C1)F)CNC(=O)C=1N=C(SC1C)N1CCC(CC1)N1C[C@@H](CCC1)C N-[(3,5-difluoropyridin-2-yl)methyl]-5-methyl-2-[(3R)-3-methyl[1,4'-bipiperidin]-1'-yl]-1,3-thiazole-4-carboxamide